2-ethyl-2,3-dihydro-thieno[3,4-B]-1,4-dioxin C(C)C1COC=2C(O1)=CSC2